N-[(3-ethoxy-2-methoxy-phenyl)methyl]-1-[2-(1-piperidyl)-4-pyridyl]methanamine C(C)OC=1C(=C(C=CC1)CNCC1=CC(=NC=C1)N1CCCCC1)OC